C[Si](C=1C=NC=C(C1C#N)[Si](C)(C)C)(C)C 3,5-bis(trimethylsilyl)pyridine-4-carbonitrile